3-METHOXY-2-METHYLBENZALDEHYDE COC=1C(=C(C=O)C=CC1)C